5-Cyano-N-[2-(4,4-dimethylcyclohexen-1-yl)-6-[1,5-di-isopropyl-8-oxabicyclo[3.2.1]octa-2,6-dien-3-yl]-3-pyridyl]-1H-imidazole-2-carboxamide C(#N)C1=CN=C(N1)C(=O)NC=1C(=NC(=CC1)C1=CC2(C=CC(C1)(O2)C(C)C)C(C)C)C2=CCC(CC2)(C)C